5-chloro-2-((9-(1-methyl-1H-pyrazol-4-yl)-2-morpholino-9H-purin-6-ylamino)methyl)-1H-benzimidazol ClC1=CC2=C(NC(=N2)CNC2=C3N=CN(C3=NC(=N2)N2CCOCC2)C=2C=NN(C2)C)C=C1